2-isopropyl-6,7-dihydro-5H-cyclopenta[b]pyridin-4-amine C(C)(C)C1=CC(=C2C(=N1)CCC2)N